NC1=C(C=C2C=C(C=NC2=N1)C(=O)N(CC1=NC=C(C=C1)C(F)(F)F)[C@H](C)C1=NC=CC=C1F)C#C 7-amino-6-ethynyl-N-((1R)-1-(3-fluoro-2-pyridinyl)ethyl)-N-((5-(trifluoromethyl)-2-pyridinyl)methyl)-1,8-naphthyridine-3-carboxamide